dodecylmercaptan antimony [Sb].C(CCCCCCCCCCC)S